ClC1=C(C=C(C(=C1)N(C)C1=CC=C(C=C1)OC)C)N=CN(C)CC N'-{2-chloro-4-[(4-methoxyphenyl)(methyl)amino]-5-methylphenyl}-N-ethyl-N-methylimidoformamide